NC=1C=C(C2=CC=CC=C2C1)CC(=O)O 3-amino-1-naphthaleneacetic acid